CC([C@@H](C)NC1=NC=C(C(=N1)N[C@H]1C[C@H]([C@@H](CC1)C)O)C(=O)N)(C)C 2-((R)-3,3-dimethylbutan-2-ylamino)-4-((1R,3R,4R)-3-hydroxy-4-methylcyclohexylamino)pyrimidine-5-carboxamide